C(CCC)[Sn](OC1=CC=CC2=CC=CC=C12)(OC)CCCC dibutyl-methoxy(1-naphthoxy)tin